C(C)(C)(C)OC(=O)N[C@H](CCC(=O)OCC1=CC=CC=C1)C(=O)N[C@H](C(=O)OC)C benzyl (4R)-4-(tert-butoxycarbonylamino)-5-[[(1S)-2-methoxy-1-methyl-2-oxo-ethyl]amino]-5-oxo-pentanoate